3-(3,4-dimethoxyphenyl)-5-(4-piperidinyl)-1,2,4-oxadiazole hydrochloride Cl.COC=1C=C(C=CC1OC)C1=NOC(=N1)C1CCNCC1